COC(C1=CN=C(C(=C1)NC1=CC=C(C=C1)F)N)=O 6-amino-5-((4-fluorophenyl)amino)nicotinic acid methyl ester